3-aminohexylindole NC(CCC=1NC2=CC=CC=C2C1)CCC